BrC(=C(C(=O)[O-])C)C1=CC=CC=C1 bromophenylmethacrylate